FC([C@H](OC1=NN(C2=NN=C(C=C21)C=2C(NC(NC2)=O)=O)C)C2=CC(=NC=C2)N[C@H](C(F)(F)F)C)F 5-[3-[(1R)-2,2-difluoro-1-[2-[[(1S)-2,2,2-trifluoro-1-methyl-ethyl]amino]-4-pyridyl]ethoxy]-1-methyl-pyrazolo[3,4-c]pyridazin-5-yl]-1H-pyrimidine-2,4-dione